[Rh](Cl)(Cl)Cl.C12C=CC(C=C1)C2 (bicyclo[2.2.1]hepta-2,5-diene) rhodium chloride